[Zn+2].C(CCCCCCCCCCCCCCCCC)(=O)[O-].[Zn+2].[O-2].[Zn+2] zinc oxide zinc stearate zinc